7-(9-bromononyl)estra-1,3,5(10)-triene-3,17-diol BrCCCCCCCCCC1[C@H]2[C@@H]3CCC([C@@]3(C)CC[C@@H]2C=2C=CC(=CC2C1)O)O